6-Thiourate C12=C(NC(=O)N1)NC(=O)NC2=S